C(C)(C)(C)C=1C=C(C=C(C1O)C(C)(C)C)CCC(=O)NCCCNC(CCC1=CC(=C(C(=C1)C(C)(C)C)O)C(C)(C)C)=O N,N'-bis(3,5-di-tert-butyl-4-hydroxy-phenylpropionyl)trimethylenediamine